(perfluorohexyl-ethyl)ammonium zinc [Zn+2].FC(C(F)(F)F)(C(C(C(C(C(C(F)(F)F)(F)F)(F)F)(F)F)(F)F)(F)F)[NH3+]